N1(CCN(CCN(CCC1)CC=1C(=C(C=C(C1)C)NC(C(CO)CO)=O)O)CC=1C(=C(C=C(C1)C)NC(C(CO)CO)=O)O)CC=1C(=C(C=C(C1)C)NC(C(CO)CO)=O)O N,N',N''-{1,4,7-triazecane-1,4,7-triyltris[methylene(2-hydroxy-5-methyl-3,1-phenylene)]}tris[3-hydroxy-2-(hydroxymethyl)propanamide]